BrC1=C(C=O)C(=CC(=C1C)C)F bromo-6-fluoro-3,4-dimethylbenzaldehyde